N[C@]1(C(C=CCC1)=O)C1=C(C=CC=C1)Cl (S)-1-amino-2'-chloro-5,6-dihydro-[1,1'-biphenyl]-2(1H)-one